N[C@@H](CCCCN)C(=O)N[C@@H](CCCNC(N)=N)C(=O)N[C@@H](CCCCN)C(=O)N[C@@H](CCCCN)C(=O)O L-lysyl-L-arginyl-L-lysyl-L-lysine